ClC1=CC=C(C=C1)C1=NC(=NC=C1)C12CC(C1)(C2)N 3-[4-(4-chlorophenyl)pyrimidin-2-yl]bicyclo[1.1.1]pentan-1-amine